Methioninsulfoxid N[C@@H](CCS(=O)C)C(=O)O